4'-((5-(cyanomethyl)-2-propyl-3H-imidazo[4,5-b]pyridin-3-yl)methyl)-N-(4,5-dimethylisoxazol-3-yl)-2'-(ethoxymethyl)-N-(methoxymethyl)-[1,1'-biphenyl]-2-sulfonamide C(#N)CC1=CC=C2C(=N1)N(C(=N2)CCC)CC2=CC(=C(C=C2)C=2C(=CC=CC2)S(=O)(=O)N(COC)C2=NOC(=C2C)C)COCC